(S)-methyl 2-(((benzyloxy) carbonyl) amino)-3-iodo-2-methylpropionate C(C1=CC=CC=C1)OC(=O)N[C@@](C(=O)OC)(CI)C